CN1C=CC=C1 methyl-1H-pyrrol